3,5,3',5'-tetraiodothyronine IC=1C=C(C[C@H](N)C(=O)O)C=C(C1OC1=CC(=C(C(=C1)I)O)I)I